N[C@@H]1[C@@H](N(CC12CC2)C(=O)OC(C)(C)C)CC2=C(C(=CC=C2)Br)F tert-butyl (6S,7S)-7-amino-6-[[2-fluoro-3-bromo-phenyl]methyl]-5-azaspiro[2.4]heptane-5-carboxylate